C(N)(=O)C1=NC=CC(=C1Cl)OC1=C(C=C(C=C1)NC(=O)C1=C2C(=CN(C1=O)C1=CC=C(C=C1)F)CCO2)F N-(4-((2-carbamoyl-3-chloropyridin-4-yl)oxy)-3-fluorophenyl)-5-(4-fluorophenyl)-6-oxo-2,3,5,6-tetrahydrofuro[3,2-c]pyridine-7-carboxamide